N-{(2S)-6-(2,5-dioxo-2,5-dihydro-1H-pyrrol-1-yl)-1-[(2,5-dioxopyrrolidin-1-yl)oxy]-1-oxohexan-2-yl}-2,5,8,11,14,17,20,23-octaoxahexacosan-26-amide O=C1N(C(C=C1)=O)CCCC[C@@H](C(=O)ON1C(CCC1=O)=O)NC(CCOCCOCCOCCOCCOCCOCCOCCOC)=O